2-(4-methoxy-1-((3-(5,6,7,8-tetrahydro-1,8-naphthyridin-2-yl)propyl)carbamoyl)piperidin-4-yl)acetic acid COC1(CCN(CC1)C(NCCCC1=NC=2NCCCC2C=C1)=O)CC(=O)O